potassium 2-styrenesulfonate C=CC=1C(=CC=CC1)S(=O)(=O)[O-].[K+]